FC1=CC=C(C=C1)NC(=O)C1(CC1)C(=O)NC1=CC=C(OC2=CC=NC3=CC(=C(C=C23)C(=O)O)OC)C=C1 4-[4-[[1-[(4-Fluorophenyl)carbamoyl]cyclopropane-carbonyl]amino]phenoxy]-7-methoxyquinoline-6-carboxylic acid